1,3-di-tert-butyl-imidazole 3,5-dimethylhept-5-en-1-yl-acetate CC(CCCC(=O)O)CC(=CC)C.C(C)(C)(C)N1CN(C=C1)C(C)(C)C